CC(=C)C(C(C=CC)=O)(C)C 2,3,3-trimethylhepta-1,5-dien-4-one